1-Ethyl-7-(methoxy-d3)-1H-indazol-6-amine C(C)N1N=CC2=CC=C(C(=C12)OC([2H])([2H])[2H])N